C1(=CC=CC=C1)N1CC(=CC2=CC=CC=C12)C(C(F)(F)F)=O 1-phenyl-3-(trifluoroacetyl)quinolin